(3-((1S)-3-(trifluoromethoxy)cyclopentyl)phenyl)-1-(2-(trifluoromethyl)phenyl)ethan-1-one FC(OC1C[C@H](CC1)C=1C=C(C=CC1)CC(=O)C1=C(C=CC=C1)C(F)(F)F)(F)F